(2S,3S,4S)-2-(hydroxymethyl)-1-methylpiperidin-3,4-diol OC[C@@H]1N(CC[C@@H]([C@H]1O)O)C